5-Bromo-3-chloropyridine-2-carboxylic acid BrC=1C=C(C(=NC1)C(=O)O)Cl